ClC=1C=C(OCC(=O)NC23CC(C2)(C3)NC(COCC3=CC=C(C=C3)F)=O)C=CC1Cl 2-(3,4-Dichlorophenoxy)-N-(3-{2-[(4-fluorophenyl)methoxy]acetylamino}-bicyclo[1.1.1]pentan-1-yl)acetamide